(3-methoxy-3-methylazetidin-1-yl)methanone COC1(CN(C1)C=O)C